5-bromo-7-methyl-3-(pyridin-3-yl)quinolin-2-ol BrC1=C2C=C(C(=NC2=CC(=C1)C)O)C=1C=NC=CC1